FC1=CC=C2C=C(C=C(C2=C1C#C[Si](C(C)C)(C(C)C)C(C)C)O)OCOC 7-fluoro-3-(methoxymethoxy)-8-((triisopropylsilyl)ethynyl)naphthalen-1-ol